dimyristoylglycerol 3-chloro-5-fluoro-6-(7-fluoro-1H-indol-6-yl)pyridin-2-carboxylat ClC=1C(=NC(=C(C1)F)C1=CC=C2C=CNC2=C1F)C(=O)OC(C(C(O)C(CCCCCCCCCCCCC)=O)O)C(CCCCCCCCCCCCC)=O